CC1=CC=CC(=N1)C1=C(N=CN1)C=1C=C2C=C(C=NC2=CC1)NCCN1CC(C1)C(=O)O[C@H]1CN(CC1)C (R)-1-methylpyrrolidin-3-yl 1-(2-((6-(5-(6-methylpyridin-2-yl)-1H-imidazol-4-yl)quinolin-3-yl)amino)ethyl)azetidine-3-carboxylate